5-(2-{[1-(4-fluorophenyl)-4-methyl-1H-1,2,3-triazol-5-yl]methoxy}-5,6,7,8-tetrahydro-1,6-naphthyridine-6-carbonyl)-1-methylpiperidin-2-one FC1=CC=C(C=C1)N1N=NC(=C1COC1=NC=2CCN(CC2C=C1)C(=O)C1CCC(N(C1)C)=O)C